FC(C(C1=CC(=C(C(=C1)C)N)C(C(F)(F)F)(O)C(F)(F)F)C1=CC(=C(C(=C1)C)N)C(C(F)(F)F)(C(F)(F)F)O)(F)F 1,1,1-trifluoro-2,2-bis(3-(1-hydroxy-1-trifluoromethyl-2,2,2-trifluoroethyl)-5-methyl-4-aminophenyl)ethane